tetramethylammonium 2,2-dimethylpropanoate CC(C(=O)[O-])(C)C.C[N+](C)(C)C